Methyl 5-(3-acetyl-(2-((2S,4R)-2-((6-bromopyridin-2-yl)carbamoyl)-4-fluoropyrrolidin-1-yl)-2-oxoethyl)-1H-indazol-5-yl)pyrimidine-2-carboxylate C(C)(=O)C1=NN(C2=CC=C(C=C12)C=1C=NC(=NC1)C(=O)OC)CC(=O)N1[C@@H](C[C@H](C1)F)C(NC1=NC(=CC=C1)Br)=O